2-[7-[[6-(difluoromethoxy)-3-pyridyl]methyl]-2-azaspiro[3.5]nonane-2-carbonyl]-2,5-diazaspiro[3.4]octan-6-one FC(OC1=CC=C(C=N1)CC1CCC2(CN(C2)C(=O)N2CC3(C2)NC(CC3)=O)CC1)F